FC(C(=O)O)(F)F.NC1=C(N=CC(=N1)N1CCC2([C@@H](C=3N(N=NC3)C2)N)CC1)SC1=C(C(=NC=C1)N)Cl (S)-1-(6-amino-5-((2-amino-3-chloropyridin-4-yl)thio)pyrazin-2-yl)-4'H,6'H-spiro[piperidine-4,5'-pyrrolo[1,2-c][1,2,3]triazol]-4'-amine (trifluoroacetate)